FC=1CC2(CCN(CC2)C(=O)OC(C)(C)C)CCC1OS(=O)(=O)C(F)(F)F tert-butyl 8-fluoro-9-(((trifluoromethyl) sulfonyl) oxy)-3-azaspiro[5.5]undec-8-ene-3-carboxylate